C(CCCCCCC)OC=1SC2=C(N1)C=CC=C2 2-(octyloxy)-1,3-benzothiazole